C(C)(=O)NC=1SC(=CN1)CN1C(CN(CC1)CC(=O)NC1=CC=C(C=C1)F)C 2-(4-((2-acetamidothiazol-5-yl)methyl)-3-methylpiperazin-1-yl)-N-(4-fluorophenyl)acetamide